5-(difluoromethoxy)-2-(difluoromethyl)-3-(4,4,5,5-tetramethyl-1,3,2-dioxaborolan-2-yl)pyridine FC(OC=1C=C(C(=NC1)C(F)F)B1OC(C(O1)(C)C)(C)C)F